2,5-dihydroxybenzene OC1=CC=C(C=C1)O